CC1=CC=C(O1)C1NCCCC1O 2-(5-Methyl-2-furanyl)-3-piperidinol